1H-Inden-1-amin C1(C=CC2=CC=CC=C12)N